(7S)-2-((trans-3-(3,5-difluoro-4-hydroxyphenoxy)cyclobutyl)amino)-4,7,8-trimethyl-7,8-dihydropteridin-6(5H)-one FC=1C=C(O[C@@H]2C[C@H](C2)NC2=NC=3N([C@H](C(NC3C(=N2)C)=O)C)C)C=C(C1O)F